methyl 3-hydroxy-2-methyl-benzoate OC=1C(=C(C(=O)OC)C=CC1)C